N-(6-chloro-4-(propan-2-yl)-1,5-naphthyridin-3-yl)-N'-(2-methoxy-5-(trifluoromethyl)pyridin-3-yl)urea ClC=1N=C2C(=C(C=NC2=CC1)NC(=O)NC=1C(=NC=C(C1)C(F)(F)F)OC)C(C)C